1-(difluoromethyl)-2-(4-isopropylphenyl)-1,2,3,4-tetrahydroisoquinoline FC(C1N(CCC2=CC=CC=C12)C1=CC=C(C=C1)C(C)C)F